NC=1N=C(C2=C(N1)C=C(S2)C2=CC=NN2)NC2CC(C2)(O)C 3-((2-amino-6-(1H-pyrazol-5-yl)thieno[3,2-d]pyrimidin-4-yl)amino)-1-methylcyclobutanol